CNC1CCC(CC1)N1C(C=CC1=O)=O 1-[4-(methylamino)cyclohexyl]-2,5-dihydro-1H-pyrrole-2,5-dione